ClC=1C=CC(=C(C1)C1=C2C(=NC(=C1)C)C(=CS2)C(=O)O)OCCN2C(=NC1=C(C2=O)CN(CC1)C1=CC(=NC=C1)OC)C 7-[5-chloranyl-2-[2-[6-(2-methoxy-4-pyridyl)-2-methyl-4-oxidanylidene-7,8-dihydro-5H-pyrido[4,3-d]pyrimidin-3-yl]ethoxy]phenyl]-5-methyl-thieno[3,2-b]pyridine-3-carboxylic acid